Cl.Cl.C1C(CC2=CC=CC=C12)NC(=O)C1=NC=CN=C1 N-(2,3-dihydro-1H-inden-2-yl)pyrazine-2-carboxamide dihydrochloride